C(C)(=O)NC1=C(C=C(C=C1)C(C(=O)OC)(C)C)I methyl 2-(4-acetamido-3-iodophenyl)-2-methylpropanoate